ClC1=CC(=C(CN2C(=NC3=C2C=C(C(=C3)F)F)N3C[C@H]([C@@H](CC3)F)N)C=C1)F (3R,4R)-1-(1-(4-Chloro-2-fluorobenzyl)-5,6-difluoro-1H-benzimidazol-2-yl)-4-fluoro-3-piperidinamin